tert-butyl (2-methyl-4-oxo-4-(piperazin-1-yl)butan-2-yl)carbamate CC(C)(CC(N1CCNCC1)=O)NC(OC(C)(C)C)=O